FC(C(=O)O)(F)F.ClC1=NC=C2C(=N1)N(N=C2)CCN 2-(6-chloropyrazolo[3,4-d]pyrimidin-1-yl)ethanamine 2,2,2-trifluoroacetate